FC1=C(C=CC=C1)C=1N(C2=C(C=NC(=C2)N2N=CC=N2)N1)C1C(C(CCC1)NC(OC(C)(C)C)=O)O tert-butyl (3-(2-(2-fluorophenyl)-6-(2H-1,2,3-triazol-2-yl)-1H-imidazo[4,5-c]pyridin-1-yl)-2-hydroxycyclohexyl)carbamate